2,6-Dimethyl-4-methoxy-phenol CC1=C(C(=CC(=C1)OC)C)O